(3S,4S)-8-(9-((3-chloro-2,5-difluorophenyl)ethynyl)-7H-imidazo[1,2-c]pyrazolo[4,3-e]pyrimidin-5-yl)-3-methyl-2-oxa-8-azaspiro[4.5]decan-4-amine ClC=1C(=C(C=C(C1)F)C#CC1=NNC2=C1C=1N(C(=N2)N2CCC3([C@@H]([C@@H](OC3)C)N)CC2)C=CN1)F